C(CC)N1C=2N(C=3N=C(NC3C1=O)C=1C=NN(C1)CC=1C=NC=NC1)C=CN2 5-propyl-2-[1-(pyrimidin-5-ylmethyl)pyrazol-4-yl]-3H-imidazo[2,1-b]purin-4-one